2-((3R,4S)-3-fluoro-4-methoxypiperidine-1-yl)pyrimidin-4-amine F[C@@H]1CN(CC[C@@H]1OC)C1=NC=CC(=N1)N